1-(5-(4-amino-7-methyl-5-(4-((4-methylpyrimidin-2-yl)oxy)phenyl)-7H-pyrrolo[2,3-d]pyrimidin-6-yl)pyridin-2-yl)-3-methylenepyrrolidin-2-one NC=1C2=C(N=CN1)N(C(=C2C2=CC=C(C=C2)OC2=NC=CC(=N2)C)C=2C=CC(=NC2)N2C(C(CC2)=C)=O)C